C(C)(=O)OCC1=CCC(CC1)C(=C)C P-MENTHA-1,8-DIEN-7-YL ACETATE